C(C)(C)(C)OC(=O)NC1=C(C=C(C(=N1)N1N=CC(=C1C(F)(F)F)C(=O)O)C)F 1-(6-((tert-butoxycarbonyl)amino)-5-fluoro-3-methylpyridin-2-yl)-5-(trifluoromethyl)-1H-pyrazole-4-carboxylic acid